(E)-4-(3,4-dichlorostyryl)-2-(((4-(4-isopropylpiperazin-1-yl)phenyl)amino)methyl)phenol ClC=1C=C(/C=C/C2=CC(=C(C=C2)O)CNC2=CC=C(C=C2)N2CCN(CC2)C(C)C)C=CC1Cl